C(CC(CCCCCC)O)O 1,3-nonanediol